(R)-4-(3-(3-aminopiperidine-1-carbonyl)-1-(2-methoxy-4-(pyrrolidin-1-yl)phenyl)-1H-pyrazol-5-yl)-2-fluorobenzonitrile N[C@H]1CN(CCC1)C(=O)C1=NN(C(=C1)C1=CC(=C(C#N)C=C1)F)C1=C(C=C(C=C1)N1CCCC1)OC